5-[4-(5-ethylpyrazin-2-yl)oxyphenyl]-5-[2-(2-hydroxyethyl)-2,7-diazaspiro[3.5]nonan-7-yl]hexahydropyrimidine-2,4,6-trione C(C)C=1N=CC(=NC1)OC1=CC=C(C=C1)C1(C(NC(NC1=O)=O)=O)N1CCC2(CN(C2)CCO)CC1